BrC1=C(N=C2N(C1=O)C=CC=C2)N[C@@H]2C[C@@H](CN(C2)C)C2=CC=C(OCCOC1=C3C(N(C(C3=CC=C1)=O)C1C(NC(CC1)=O)=O)=O)C=C2 4-[2-[4-[(3R,5R)-5-[(3-Bromo-4-oxo-pyrido[1,2-a]pyrimidin-2-yl)amino]-1-methyl-3-piperidyl]phenoxy]ethoxy]-2-(2,6-dioxo-3-piperidyl)isoindoline-1,3-dione